4-methylene-5,6,7,8-tetrahydropyrazolo[1,5-a]azepine C=C1C=2N(CCCC1)N=CC2